ClC1=NC=CC(=N1)O[C@@H]1C[C@@H](N(CC1)C(=O)OC(C)(C)C)C(F)(F)F tert-Butyl (2R,4S)-4-((2-chloropyrimidin-4-yl)oxy)-2-(trifluoromethyl)piperidine-1-carboxylate